(R)-tert-butyl (1-((5-methyl-1H-indazol-7-yl)sulfonyl)pyrrolidin-3-yl)carbamate CC=1C=C2C=NNC2=C(C1)S(=O)(=O)N1C[C@@H](CC1)NC(OC(C)(C)C)=O